(2R,4S)-tert-butyl 4-(6-cyano-8-(2-(hydroxymethyl)thieno[3,2-b]pyridin-7-yl)-3,4-dihydroquinolin-1(2H)-yl)-2-methyl-2-(((tetrahydro-2H-pyran-2-yl)oxy)methyl)pyrrolidine-1-carboxylate C(#N)C=1C=C2CCCN(C2=C(C1)C1=C2C(=NC=C1)C=C(S2)CO)[C@H]2C[C@@](N(C2)C(=O)OC(C)(C)C)(COC2OCCCC2)C